N-[1-(2-hydroxy-3-methoxypropyl)-4-piperidyl]-6-[3-(4-mesyl-2-anisidino)-1-propynyl]-1-(2,2,2-trifluoroethyl)-1H-benzo[d]imidazole-4-carboxamide OC(CN1CCC(CC1)NC(=O)C1=CC(=CC=2N(C=NC21)CC(F)(F)F)C#CCNC=2C(OC)=CC=C(C2)S(=O)(=O)C)COC